tert-butyl 2-((3-heptyl-1,2,4-oxadiazol-5-yl)methyl)acrylate C(CCCCCC)C1=NOC(=N1)CC(C(=O)OC(C)(C)C)=C